C1(=CC=CC=C1)[Pd](P)(C1=CC=CC=C1)C1=CC=CC=C1 triphenyl-phosphinopalladium